ClC1=C(C=CC=C1)C1CC2(C1)NC(N(C2=O)C2=CC=NC1=C(C(=C(C=C21)N(C)C)F)F)=O 2-(2-chlorophenyl)-7-(6-(dimethylamino)-7,8-difluoroquinolin-4-yl)-5,7-diazaspiro[3.4]octane-6,8-dione